C(C=C)OC(=O)C(C)CCCCCCCC Decane-2-carboxylic acid allyl ester